4,5-bis(2-pyridyl-sulfanyl)-1,2-dihydropyridazine-3,6-dione N1=C(C=CC=C1)SC=1C(NNC(C1SC1=NC=CC=C1)=O)=O